N1CC(C1)NC=1C=CC(=C(C(=O)NC(C)C2=CC=CC=3OCCOC32)C1)C 5-(azetidin-3-ylamino)-N-(1-(2,3-dihydrobenzo[b][1,4]dioxin-5-yl)ethyl)-2-methylbenzamide